OC(CCN1N=C2C=C(C(=CC2=C1)NC(=O)C=1N=C(SC1)C=1C=NC=CC1)C1=CC(=CC=C1)C(NC)=O)(C)C N-(2-(3-hydroxy-3-methylbutyl)-6-(3-(methylcarbamoyl)phenyl)-2H-indazol-5-yl)-2-(pyridin-3-yl)thiazole-4-carboxamide